N-(((2S,3R)-1-(6-(6-(Difluoromethyl)imidazo[1,2-b]pyridazin-3-yl)pyrimidin-4-yl)-5,5-difluoro-2-methylpiperidin-3-yl)methyl)methanesulfonamide FC(C=1C=CC=2N(N1)C(=CN2)C2=CC(=NC=N2)N2[C@H]([C@H](CC(C2)(F)F)CNS(=O)(=O)C)C)F